N-cyclobutyl-5-((2,3-dihydrobenzo[b][1,4]dioxin-5-yl)amino)-7-(methylamino)pyrazolo[1,5-a]pyrimidine-3-carboxamide C1(CCC1)NC(=O)C=1C=NN2C1N=C(C=C2NC)NC2=CC=CC=1OCCOC12